1-(4-(difluoromethyl)pyridin-2-yl)piperazine FC(C1=CC(=NC=C1)N1CCNCC1)F